N,N-Diethylcarbamic acid 7-[4-(4-benzo[b]thiophen-4-ylpiperazin-1-yl)butoxy]-4,4-dimethyl-2-oxo-3,4-dihydro-2H-quinolin-1-ylmethyl ester S1C2=C(C=C1)C(=CC=C2)N2CCN(CC2)CCCCOC2=CC=C1C(CC(N(C1=C2)COC(N(CC)CC)=O)=O)(C)C